NS(=O)(C1=CC=C(C=C1)OC1=CC=NC2=CC(=CC=C12)OC)=NCC(=O)O 2-((amino(4-((7-methoxyquinolin-4-yl)oxy)phenyl)(oxo)-λ6-sulfaneylidene)amino)acetic acid